tert-butyl (3aR,4R,5S,6aS)-5-amino-4-fluorohexahydrocyclopenta[c]pyrrole-2(1H)-carboxylate N[C@@H]1[C@@H]([C@@H]2[C@@H](CN(C2)C(=O)OC(C)(C)C)C1)F